S(N)(OC1=CC=C(C=C1)C=1N=NN(C1)C1=CC=C(C=C1)OC(F)(F)F)(=O)=O 4-[1-(4-trifluoromethoxy-phenyl)-1H-[1,2,3]-triazol-4-yl]-phenyl sulfamate